CC1=NC(=CC=C1N1CCN(CC1)CC=1C=C2NC(C=3N(C2=CC1F)N=CC3)=O)C(NC)=O 7-((4-(2-methyl-6-(methylcarbamoyl)pyridin-3-yl)piperazin-1-yl)methyl)-8-fluoropyrazolo[1,5-a]quinoxalin-4(5H)-one